NC=1C=C(C=C2C=C(N=CC12)NC(=O)[C@H]1[C@H](C1)F)C=1C=NC(=CC1CC)CO |r| (+-)-cis-N-[8-amino-6-[4-ethyl-6-(hydroxymethyl)-3-pyridyl]-3-isoquinolinyl]-2-fluoro-cyclopropanecarboxamide